[Na+].[Na+].NC(C(=O)N1CC(C1)OC1=C(C=2O[B-](CCC2C=C1)(O)O)C(=O)O)C1=CN=CN1C.NC(C(=O)N1CC(C1)OC1=C(C=2O[B-](CCC2C=C1)(O)O)C(=O)O)C1=CN=CN1C 8-({1-[amino(1-methyl-1H-imidazol-5-yl)acetyl]azetidin-3-yl}oxy)-4,4-dihydroxy-5-oxa-4-boranuidabicyclo[4.4.0]deca-1(6),7,9-triene-7-carboxylic acid disodium salt